(1S)-1-[(2R)-4-(6-amino-4-methoxypyridin-3-yl)-1-(5-phenoxypyridine-2-carbonyl)piperazin-2-yl]ethan-1-ol NC1=CC(=C(C=N1)N1C[C@@H](N(CC1)C(=O)C1=NC=C(C=C1)OC1=CC=CC=C1)[C@H](C)O)OC